1,2-BIS(TRIMETHOXYSILYL)ETHANE CO[Si](CC[Si](OC)(OC)OC)(OC)OC